FC1=C(C=CC=C1)C(/C=C/C1=CC=C(C=C1)\C=C/1\C(N(C(S1)=O)CC1=CC=C(C(=O)O)C=C1)=O)=O 4-[[(5Z)-5-[[4-[(E)-3-(2-Fluorophenyl)-3-oxoprop-1-enyl]phenyl]methylidene]-2,4-dioxo-1,3-thiazolidin-3-yl]methyl]benzoic acid